P(=O)(O)(O)OC=1C(=C2C=CC=CC2=CC1C=1C2=CC=CC=C2C=C2C=CC=CC12)C1=CC(=CC2=CC=CC=C12)C=1C2=CC=CC=C2C=C2C=CC=CC12 (S)-3,3'-bis(9-anthryl)-1,1'-binaphthol phosphate